F[C@H]1CN(CC[C@@H]1O)C(=O)C=1C2=C(N(N1)CC(=O)N1CCN(CC1)C1CCCC3=CC=CC=C13)CCC2 2-(3-((3S,4S)-3-fluoro-4-hydroxypiperidine-1-carbonyl)-5,6-dihydrocyclopenta[c]pyrazol-1(4H)-yl)-1-(4-(1,2,3,4-tetrahydronaphthalen-1-yl)piperazin-1-yl)ethanone